4-((R)-2-{6-[2-(2,6-dichlorobenzyloxy)-ethoxy]-hexylamino}-1-hydroxyethyl)-2-hydroxymethyl-phenol ClC1=C(COCCOCCCCCCNC[C@H](O)C2=CC(=C(C=C2)O)CO)C(=CC=C1)Cl